N-(3-{4-[5-(cyclopropylethynyl)pyridin-2-yl]-6-oxo-1,6-dihydropyrimidin-2-yl}-2-fluoro-4-(trifluoromethyl)benzyl)isobutyramide C1(CC1)C#CC=1C=CC(=NC1)C=1N=C(NC(C1)=O)C=1C(=C(CNC(C(C)C)=O)C=CC1C(F)(F)F)F